(5-amino-7-methoxy-[1,2,4]triazolo[1,5-c]quinazolin-2-yl)methanol NC1=NC=2C(=CC=CC2C=2N1N=C(N2)CO)OC